5,7-difluoro-6-methoxyindoline-2,3-dione FC=1C=C2C(C(NC2=C(C1OC)F)=O)=O